BrC=1C=C2C(=NC1)N(C(=C2I)C)S(=O)(=O)C2=CC=C(C)C=C2 5-BROMO-2-METHYL-3-IODO-1-TOSYL-1H-PYRROLO[2,3-B]PYRIDINE